1H-1,2,3-TRIAZOLE-4-CARBOXYLIC ACID N1N=NC(=C1)C(=O)O